5-chloro-2-(4,4-difluoroazepan-1-yl)-6-methyl-Nicotinamide ClC=1C(=NC(=C(C(=O)N)C1)N1CCC(CCC1)(F)F)C